Cl.N1C[C@@H](CCC1)NC1=C2C(=NC=C1C(=O)OCCC)NC=C2 propyl (R)-4-(piperidin-3-ylamino)-1H-pyrrolo[2,3-b]pyridine-5-carboxylate HCl